2-(4,5-diamino-2-bromo-phenoxy)ethyl-dimethyl-amine NC1=CC(=C(OCCN(C)C)C=C1N)Br